OC(C1=C(C=CC=C1)C1=CC=CC=C1)O 2'-dihydroxymethyl-biphenyl